6,6'-{(4-benzyl-1,4,7-triazecane-1,7-diyl)bis[methylene(2-hydroxy-5-methyl-3,1-phenylene)methyleneazanediyl]}di(hexane-1,2,3,4,5-pentol) C(C1=CC=CC=C1)N1CCN(CCCN(CC1)CC=1C(=C(C=C(C1)C)CNCC(C(C(C(CO)O)O)O)O)O)CC=1C(=C(C=C(C1)C)CNCC(C(C(C(CO)O)O)O)O)O